N-(4-((dimethylamino)methyl)phenyl)-3'-methoxy-[1,1'-biphenyl]-4-amine CN(C)CC1=CC=C(C=C1)NC1=CC=C(C=C1)C1=CC(=CC=C1)OC